ClC1=C(C(=C(C(=C1C(=O)[O-])Cl)Cl)Cl)Cl.[Na+].[Ce+3].ClC1=C(C(=C(C(=C1C(=O)[O-])Cl)Cl)Cl)Cl.ClC1=C(C(=C(C(=C1C(=O)[O-])Cl)Cl)Cl)Cl.ClC1=C(C(=C(C(=C1C(=O)[O-])Cl)Cl)Cl)Cl cerium sodium pentachlorobenzoate